sodium 2-(5-(1,3-dioxolan-2-yl)-6-ethoxy-2-methylpyrimidin-4-yl)acetate O1C(OCC1)C=1C(=NC(=NC1OCC)C)CC(=O)[O-].[Na+]